1-(1-bromoethyl)-3-(trifluoromethyl)benzene BrC(C)C1=CC(=CC=C1)C(F)(F)F